P(=O)(O)(O)O[C@H]1C[C@@H](O[C@@H]1CO)N1C=NC=2C(=O)NC(N)=NC12.ClC=1C(=C(C=CC1)NC1=NC=NC2=CC=C(C=C12)C1(CN(C1)C(C=C)=O)C)F 1-(3-(4-((3-chloro-2-fluorophenyl)amino)quinazolin-6-yl)-3-methylazetidin-1-yl)prop-2-en-1-one 2'-deoxyguanosine-3'-phosphate